NCCCC1OCC2(CO1)COC(OC2)CCCN 3,9-Bis(3-aminopropyl)-2,4,8,10-tetraoxaspiro[5.5]-undecan